C1(=CC=CC=C1)PC(C)CC(C)PC1=CC=CC=C1 2,4-bis(phenylphosphino)pentane